N,4-dimethoxy-N-methylthieno[3,2-e]benzofuran-7-carboxamide CON(C(=O)C1=CC2=C(C=C(C3=C2C=CO3)OC)S1)C